Cl.O=C1N(CC2=C1N(C=1N(C2=O)N=C(C1)[C@H]1CNCC1)CC(=O)NC1=NC=C(C=C1)F)C(C)C 2-{5,8-dioxo-6-(propan-2-yl)-2-[(3R)-pyrrolidin-3-yl]-5,6,7,8-tetrahydro-4H-pyrazolo[1,5-a]pyrrolo[3,4-d]pyrimidin-4-yl}-N-(5-fluoropyridin-2-yl)acetamide hydrochloride